methyl-phosphorus silicon [Si].C[P]